(6-methoxy-1H-indol-3-yl)-(3,4,5-trimethoxyphenyl)methanone methyl-5-(8-(7-acetyl-3-ethyl-5,6,7,8-tetrahydroimidazo[1,5-a]pyrazin-1-yl)isoquinolin-3-yl)picolinate COC(C1=NC=C(C=C1)C=1N=CC2=C(C=CC=C2C1)C=1N=C(N2C1CN(CC2)C(C)=O)CC)=O.COC2=CC=C1C(=CNC1=C2)C(=O)C2=CC(=C(C(=C2)OC)OC)OC